ClC=1C(=C2C=NNC2=C(C1F)N(C1=NC=CC=N1)C)C=1C=CC=2N(C1)C=C(N2)NC(=O)[C@H]2[C@H](C2)F (1S,2S)-N-(6-(5-chloro-6-fluoro-7-(methyl-(pyrimidin-2-yl)amino)-1H-indazol-4-yl)imidazo[1,2-a]pyridin-2-yl)-2-fluorocyclopropane-1-carboxamide